FC1=C(CC2N(CC3(CC3)C2NS(=O)(=O)C)C(=O)OC(C)(C)C)C=CC=C1B1OC(C(O1)(C)C)(C)C tert-butyl 6-(2-fluoro-3-(4,4,5,5-tetramethyl-1,3,2-dioxaborolan-2-yl)benzyl)-7-(methylsulfonamido)-5-azaspiro[2.4]heptane-5-carboxylate